7-methyl-2-((6-methylbenzo[c][1,2,5]thiadiazol-5-yl)amino)-9-phenyl-7,9-dihydro-8H-Purin-8-one CN1C(N(C2=NC(=NC=C12)NC1=CC=2C(=NSN2)C=C1C)C1=CC=CC=C1)=O